butylperoxyneodecaneate C(CCC)OOC(CCCCCC(C)(C)C)=O